ClC=1C=C2C(=NC(=NC2=C(C1C1=CC(=CC2=CC=CC=C12)O)F)OCCCN(C)CC)N1C[C@H]2CC[C@@H](C1)N2C(=O)OC(C)(C)C tert-Butyl (1R,5S)-3-((R or S)-6-chloro-2-(3-(ethyl(methyl) amino)propoxy)-8-fluoro-7-(3-hydroxynaphthalen-1-yl)quinazolin-4-yl)-3,8-diazabicyclo[3.2.1]octane-8-carboxylate